C1(CC1)C1=C(C=C(C=C1F)F)[C@@H]1C2=C(NC(=C1C(=O)OC)C)COC2=O (S)-methyl 4-(2-cyclopropyl-3,5-difluorophenyl)-2-methyl-5-oxo-1,4,5,7-tetrahydrofuro[3,4-b]pyridine-3-carboxylate